C(C)(C)(C)OC(N(C)CCCCOC1=NC=C(C=C1[N+](=O)[O-])Br)=O.C(C)(C)(C)OC(NC1CN(CC1)C1=CC=C(C=C1)C=O)=O [1-(4-FORMYL-PHENYL)-PYRROLIDIN-3-YL]CARBAMIC ACID TERT-BUTYLESTER tert-Butyl-(4-((5-bromo-3-nitropyridin-2-yl)oxy)butyl)(methyl)carbamate